NC1CCN(CC1)C=1C(=CN=C2C=CC(=NC12)C=1C(=C(C#N)C=CC1)O)C1=CC(=CC(=C1)C)F 3-[8-(4-Aminopiperidin-1-yl)-7-(3-fluoro-5-methylphenyl)-1,5-naphthyridin-2-yl]-2-hydroxybenzonitril